N-(2-(1H-indol-3-yl)ethyl)-2-(5-fluoropyridin-3-yl)-7-isopropyl-5,6,7,8-tetrahydropyrido[3,4-d]pyrimidin-4-amine N1C=C(C2=CC=CC=C12)CCNC=1C2=C(N=C(N1)C=1C=NC=C(C1)F)CN(CC2)C(C)C